4-(2-chloro-6-fluorobenzyl)-3-[2-(2-chloro-6-fluorophenyl)ethyl]-1,2,4-oxadiazol-5(4H)-one ClC1=C(CN2C(=NOC2=O)CCC2=C(C=CC=C2F)Cl)C(=CC=C1)F